(2-(2,5-dihydroxy-4-sulfobenzamido)phenyl)acetic acid OC1=C(C(=O)NC2=C(C=CC=C2)CC(=O)O)C=C(C(=C1)S(=O)(=O)O)O